The molecule is a HETE that consists of arachidonic acid bearing an additional hydroxy substituent at position 16. It is a HETE and a secondary allylic alcohol. It derives from an icosa-5,8,11,14-tetraenoic acid. It is a conjugate acid of a 16-HETE(1-). CCCCC(/C=C\\C/C=C\\C/C=C\\C/C=C\\CCCC(=O)O)O